3-[5-(difluoromethyl)-1,3,4-oxadiazol-2-yl]-8-fluoroimidazo[1,5-a]pyridine-6-sulfonyl chloride FC(C1=NN=C(O1)C1=NC=C2N1C=C(C=C2F)S(=O)(=O)Cl)F